4-N-(5-bromopyridin-2-yl)morpholine ethyl-2-((4-methoxyphenyl)amino)-4-phenylbutyrate C(C)OC(C(CCC1=CC=CC=C1)NC1=CC=C(C=C1)OC)=O.BrC=1C=CC(=NC1)N1CCOCC1